C(C)N1N=C(N=C1)NC(=O)C=1C(=CC=2N(C1)C(=C(N2)C(C2=NC=CC=C2)(C2=CC=CC=C2)O)CC)OC 3-Ethyl-2-(hydroxy-phenyl-pyridin-2-yl-methyl)-7-methoxy-imidazo[1,2-a]pyridine-6-carboxylic acid (1-ethyl-1H-[1,2,4]triazol-3-yl)-amide